4-(3-cyclopropyl-1-(4-(cyclopropylethynyl)phenyl)-1H-indazol-6-yl)pyridin-2-amine C1(CC1)C1=NN(C2=CC(=CC=C12)C1=CC(=NC=C1)N)C1=CC=C(C=C1)C#CC1CC1